COC1=CC=C(C=C1)C1=NC2=CC=CC=C2C(=C1)NC1CCN(CC1)C1CCN(CC1)C 2-(4-Methoxyphenyl)-N-(1'-methyl-[1,4'-bipiperidine]-4-yl)quinolin-4-amine